vinyl-sulphonate C(=C)S(=O)(=O)[O-]